4-(4-fluoro-3-(3-(5-isopropylfuran-2-yl)-5,6,7,8-tetrahydro-[1,2,4]triazolo[4,3-a]pyrazine-7-carbonyl)benzyl)phthalazin-1(2H)-one FC1=C(C=C(CC2=NNC(C3=CC=CC=C23)=O)C=C1)C(=O)N1CC=2N(CC1)C(=NN2)C=2OC(=CC2)C(C)C